(3-methyl-1-(6-(1-methyl-1H-pyrazol-4-yl)pyrazolo[1,5-a]pyrazin-4-yl)piperidin-4-yl)methanamine dihydrochloride Cl.Cl.CC1CN(CCC1CN)C=1C=2N(C=C(N1)C=1C=NN(C1)C)N=CC2